FC1=C(C(=O)N2N=C(C=C2N(C)CC2=CC=C(C=C2)C(N)=N)C2C(N(CCC2)CC(=O)N2CCOCC2)C(F)(F)F)C=CC=C1 4-({[1-(2-fluorobenzoyl)-3-{1-[2-(morpholin-4-yl)-2-oxoethyl]-2-(trifluoromethyl)piperidin-3-yl}-1H-pyrazol-5-yl](methyl)amino}methyl)benzene-1-carboximidamide